1,5-Bis(3-methoxy-4-octyloxyphenyl)penta-1,4-dien-3-on COC=1C=C(C=CC1OCCCCCCCC)C=CC(C=CC1=CC(=C(C=C1)OCCCCCCCC)OC)=O